5-(methoxymethyl)benzoic acid COCC=1C=CC=C(C(=O)O)C1